4-(4-Bromo-3-methoxyphenyl)-1H-pyrazole BrC1=C(C=C(C=C1)C=1C=NNC1)OC